C(CCCCCCCCCCCCCCC)N(C(CCCCCCCCC=C)=O)C12CC3CC(CC(C1)C3)C2 N-hexadecyl-N-adamantyl-undecylenamide